chloro-phenylpteridine ClC1=NC(=NC2=NC=CN=C12)C1=CC=CC=C1